CC(COC=1C=CC2=C(N=C(O2)C2=C3C=C(N=CC3=C(N=C2)NC)C2(CC2)C(=O)N)C1)(C)N1CCOCC1 (5-(5-(2-methyl-2-morpholinylpropoxy)benzo[d]oxazol-2-yl)-8-(methylamino)-2,7-naphthyridin-3-yl)cyclopropanecarboxamide